OCC1(CC1)COC1NC(C2=CC=CC=C12)=O 3-{([1-hydroxymethyl]cyclopropyl)methoxy}-2,3-dihydro-1H-isoindol-1-one